N1(CCCCC1)C(=O)[O-] piperidin-1-carboxylate